Ethyl 3-(1-(2-cyanophenyl)piperidin-4-yl)propanoate C(#N)C1=C(C=CC=C1)N1CCC(CC1)CCC(=O)OCC